NC(CC)(CC)C=1N=NNC1 4-(3-aminopentan-3-yl)-1H-1,2,3-triazol